Cl.Cl.Cl.OC1CC(NC1)C(=O)N[C@@H](C)C1=CC=C(C=C1)C1=C(N=CS1)C 4-hydroxy-N-((S)-1-(4-(4-Methylthiazol-5-yl)phenyl)ethyl)pyrrolidine-2-carboxamide trihydrochloride